(1r,4r)-4-(3,3-difluoropyrrolidin-1-yl)-cyclohexan-1-amine FC1(CN(CC1)C1CCC(CC1)N)F